12Z-stearidonic acid C(CCCC\C=C/C\C=C/C\C=C/C\C=C/CC)(=O)O